C1(CC1)[C@@H](C(F)(F)F)NC1=CC(=C(C=N1)C1=C(N=C(S1)C(=O)N[C@H](C)C(C)(C)O)C(=O)N1[C@H](CCC1)C)C(F)F 5-(6-(((S)-1-cyclopropyl-2,2,2-trifluoroethyl)amino)-4-(difluoromethyl)pyridin-3-yl)-N-((R)-3-hydroxy-3-methylbut-2-yl)-4-((S)-2-methylpyrrolidine-1-carbonyl)thiazole-2-carboxamide